COC1=C(C=CC=C1C1=NN(C=N1)C)NC1=C(N=NC(=C1)NC(=O)N)C(=O)NC([2H])([2H])[2H] 4-((2-methoxy-3-(1-methyl-1H-1,2,4-triazol-3-yl)phenyl)amino)-N-(methyl-d3)-6-ureidopyridazine-3-carboxamide